ClC=1C=CC=C2C=CC(=NC12)N([C@@H]1O[C@@H]([C@H]([C@@H]([C@H]1CC(=O)[O-])CC(=O)[O-])CC(=O)[O-])C(=O)OC)C1=CC2=C(OC(O2)(F)F)C=C1 (2R,3R,4S,5S,6S)-2-((8-Chloroquinolin-2-yl)(2,2-difluorobenzo[d][1,3]dioxolane-5-yl)amino)-6-(methoxycarbonyl)tetrahydro-2H-pyran-3,4,5-triacetate